N-cyanoethyldodecyl-amine C(#N)CCNCCCCCCCCCCCC